FCCCCCCCCC(CCCCCCCC)OC(=O)CCCCCCCN(CCCCCCC(C(=O)OCCCCCCCCC(C)C)C)CCO 9-methyldecyl 8-{[7-(9-fluoro-1-octylnonyloxycarbonyl)heptyl](2-hydroxyethyl)amino}-2-methyloctanoate